C(C1=CC=CC=C1)N(S(=O)(=O)C1=C(C=NN1COCC[Si](C)(C)C)F)CC1=CC=CC=C1 N,N-dibenzyl-4-fluoro-1-((2-(trimethylsilyl)-ethoxy)methyl)-1H-pyrazole-5-sulfonamide